C1(CCCC1)CC(=O)NC=1SC(=C(N1)C)C1=CC(=C(C=C1)OC)S(NCCCCO)(=O)=O 2-cyclopentyl-N-[5-[3-(4-hydroxybutylsulfamoyl)-4-methoxyphenyl]-4-methyl-thiazol-2-yl]acetamide